dimethyl-1,1-dioxo-1,2,4-thiadiazine CC=1N=C(NS(C1)(=O)=O)C